BrCC1=CC(=C(C=C1)C1=NOC(=N1)C(F)(F)F)F 3-[4-(bromomethyl)-2-fluorophenyl]-5-(trifluoromethyl)-1,2,4-oxadiazole